[C@H]1([C@@H](O)[C@@H](O)[C@H](O)[C@H](O1)CO)O[C@@H]1[C@@H]([C@H](O[C@@H]([C@H]1O)CO[C@@H]1[C@@H](O)[C@@H](O)[C@H](O)[C@H](O1)CO)OCCNC([C@H](CCC(=O)OCC1=CC=CC=C1)NC(CCCCCCCCCCCCC)=O)=O)O benzyl (S)-5-{[2-({α-D-mannopyranosyl-(1→3)-[α-D-mannopyranosyl-(1→6)]-α-D-mannopyranosyl}oxy)ethyl]amino}-5-oxo-4-tetradecanamidopentanoate